(2R,3S)-N-(2-amino-4-((4-(trifluoromethyl)benzyl)amino)phenyl)-2,3-difluorononanamide NC1=C(C=CC(=C1)NCC1=CC=C(C=C1)C(F)(F)F)NC([C@H]([C@H](CCCCCC)F)F)=O